4-(((5-(2-(ethyl(isopropyl)carbamoyl)-4-fluorophenoxy)pyrimidine-4-yl)amino)methyl)piperidine-1-carboxylic acid tert-butyl ester C(C)(C)(C)OC(=O)N1CCC(CC1)CNC1=NC=NC=C1OC1=C(C=C(C=C1)F)C(N(C(C)C)CC)=O